3-(4-(6-aminohexanoyloxy)phenyl)propionic acid NCCCCCC(=O)OC1=CC=C(C=C1)CCC(=O)O